methyl-2-[4-methyl-5-oxo-4-(propan-2-yl)-4,5-dihydro-1H-imidazol-2-yl]pyridine-3-carboxylic acid CC1=C(C(=NC=C1)C=1NC(C(N1)(C(C)C)C)=O)C(=O)O